bromo-biphenylcarboxylic acid BrC1=C(C(=CC=C1)C1=CC=CC=C1)C(=O)O